(R)-5-(8-Methoxy-[1,2,4]triazolo[1,5-a]pyridin-6-yl)-6-methyl-1-(1-(3,3,3-trifluoropropyl)piperidin-3-yl)-1,3-dihydro-2H-benzo[d]imidazol-2-on COC=1C=2N(C=C(C1)C1=CC3=C(N(C(N3)=O)[C@H]3CN(CCC3)CCC(F)(F)F)C=C1C)N=CN2